N-((3-fluoropyridin-2-yl)methylene)-2-methylpropane-2-sulfinamide FC=1C(=NC=CC1)C=NS(=O)C(C)(C)C